C1(CC1)C1=NC=NC(=C1C1=NC=2CCC(CC2C(=N1)NCC1=CC=C(C=C1)C=1N(C=C(N1)C(F)(F)F)C)N(CC1OC1)C)OC 2-(4-cyclopropyl-6-methoxypyrimidin-5-yl)-N6-methyl-N4-(4-(1-methyl-4-(trifluoro-methyl)-1H-imidazol-2-yl)benzyl)-N6-(oxiran-2-ylmethyl)-5,6,7,8-tetrahydroquinazoline-4,6-diamine